N-(4-{1-[(2,5-dichlorophenyl)carbonyl]piperidin-4-yl}butyl)-1H-pyrrolo[3,2-c]pyridine-2-carboxamide ClC1=C(C=C(C=C1)Cl)C(=O)N1CCC(CC1)CCCCNC(=O)C1=CC=2C=NC=CC2N1